C(C)(=O)N1CC2=NC(=CC=C2C1)O[C@@H]1C[C@@H](N(C1)C(=O)OC(C)(C)C)C tert-butyl (2S,4R)-4-((6-acetyl-6,7-dihydro-5H-pyrrolo[3,4-b]pyridin-2-yl)oxy)-2-methylpyrrolidine-1-carboxylate